6-(2-Methyl-[1,2,4]triazolo[1,5-a]pyridin-7-yl)-5-(2-neopentyloxazol-5-yl)picolinonitril CC1=NN2C(C=C(C=C2)C2=C(C=CC(=N2)C#N)C2=CN=C(O2)CC(C)(C)C)=N1